Methyl isonicotinate nitrogen [N].C(C1=CC=NC=C1)(=O)OC